2-isopropyl-N,2,3-trimethyl-N-butyramide C(C)(C)C(C(=O)NC)(C(C)C)C